FC1C(CCCC1)SSC methyl (2-fluorocyclohexyl) disulfide